CC1=CC=CC(=N1)N1N=C2N=CC=CC2=C1C1=CC=2N(C=C1)N=CC2C(=O)N 5-(2-(6-methylpyridin-2-yl)-2H-pyrazolo[3,4-b]pyridin-3-yl)pyrazolo[1,5-a]pyridine-3-carboxamide